CN(C(C1=CC=C(C=C1)C1=CNC2=NC=C(N=C21)C2=CC(=C1CCN(CC1=C2)CCC(=O)NCCN2CCN(CC2)C)C)=O)C N,N-dimethyl-4-(2-(5-methyl-2-(3-((2-(4-methylpiperazin-1-yl)ethyl)amino)-3-oxopropyl)-1,2,3,4-tetrahydroisoquinolin-7-yl)-5H-pyrrolo[2,3-b]pyrazin-7-yl)benzamide